COC[C@H]1CCC2=CC=3CCCC3C(=C12)NC(=O)N=[S@](=O)(N)C=1C=NN2C1O[C@@H](C2)C (R,2R)-N'-(((S)-3-{methoxymethyl}-1,2,3,5,6,7-hexahydro-s-indacen-4-yl)carbamoyl)-2-methyl-2,3-dihydropyrazolo[5,1-b]oxazole-7-sulfonimidamide